C(C)(C)(C)NC(NC=1C=C2CCC(NC2=CC1)C1=CC=C(C(=O)N)C=C1)=O 4-(6-(3-(tert-butyl)ureido)-1,2,3,4-tetrahydroquinoline-2-yl)benzamide